3-chloro-4-methyl-6,7,8,9-tetrahydropyrido[3',2':4,5]pyrrolo[1,2-a]pyrazine ClC1=C(C=2C=C3N(CCNC3)C2N=C1)C